tetrahydropyrrole-3-acetic acid N1CC(CC1)CC(=O)O